FC(C(=O)O)(F)F.N[C@H]1C[C@H](CC1)C=1N=C(N(C1)C)N 4-((1S,3R)-3-aminocyclopentyl)-1-methyl-1H-imidazol-2-amine trifluoroacetate